N-[1-(2,6-Difluoro-4-methoxyphenyl)-4-(4-hydroxypiperidine-1-carbonyl)-1H-imidazol-2-yl]-4-(difluoromethoxy)benzamide FC1=C(C(=CC(=C1)OC)F)N1C(=NC(=C1)C(=O)N1CCC(CC1)O)NC(C1=CC=C(C=C1)OC(F)F)=O